ClC1=NC=CC(=C1C)CN (2-chloro-3-methylpyridin-4-yl)methaneamine